sodium 6-methyl-5,8-dioxo-2,3,5,6,7,8-hexahydrobenzo[b][1,4]dioxine-6-sulfonate CC1(C(C2=C(OCCO2)C(C1)=O)=O)S(=O)(=O)[O-].[Na+]